2-thiophenemethylamine iodide salt [I-].S1C(=CC=C1)CN